ClC=1C=C2C(CN(CC2=C(C1)Cl)C)C1=CC=C(C=C1)NS(=O)(=O)NCCCP(O)(O)=O 3-(N-(4-(6,8-dichloro-2-methyl-1,2,3,4-tetrahydroisoquinolin-4-yl)phenyl)sulfamoylamino)propylphosphonic acid